FC1=C(C(=CC(=C1)C(NC)=O)F)C=1N=C2N(CCC(C2)C)C1C[C@H]1CN(CCO1)C(=O)OC methyl (2S)-2-((2-(2,6-difluoro-4-(methylcarbamoyl)phenyl)-7-methyl-5,6,7,8-tetrahydroimidazo[1,2-a]pyridin-3-yl) methyl)morpholine-4-carboxylate